(Z)-13-hexadecen-yl acetate C(C)(=O)OCCCCCCCCCCCC\C=C/CC